C(C)(=O)OCC([C@H]1[C@@H](CC2C3CCC4=CC(CC[C@@]4(C3=CC[C@]12C)C)=O)C)=O 2-oxo-2-((10S,13S,16R,17S)-10,13,16-trimethyl-3-oxo-2,3,6,7,8,10,12,13,14,15,16,17-dodecahydro-1H-cyclopenta[a]phenanthren-17-yl)ethyl acetate